C(C)(=O)NC1CCC(CC1)NC(=O)C1=C(C=2N(N=C1)C(=C(C2)C2=CC=NC=C2)Cl)NC(C)C N-((1r,4r)-4-acetamidocyclohexyl)-7-chloro-4-(isopropylamino)-6-(pyridin-4-yl)pyrrolo[1,2-b]pyridazine-3-carboxamide